CO[C@H]1C[C@H](C1)NC1=NN2C(C=N1)=C(C=C2)C=2C=CC=1N(C2)C(=CN1)C(=O)N1CCCC1 (6-(2-((cis-3-methoxycyclobutyl)amino)pyrrolo[2,1-f][1,2,4]triazin-5-yl)imidazo[1,2-a]pyridin-3-yl)(pyrrolidin-1-yl)methanone